COCC1=C(N=C(S1)NC1=NC=CC(=C1)C)C1=NC=CC=C1C 5-(methoxymethyl)-4-(3-methylpyridin-2-yl)-N-(4-methylpyridin-2-yl)thiazol-2-amine